C(C(C)C)OC(=O)[C@H](O)[C@@H](O)[C@H](O)[C@H](O)COP(=O)(O)O 6-phosphogluconic acid isobutyl ester